o-butyl-cyclohexanol tert-butyl-4-(3-amino-6-(3-fluoro-2-hydroxyphenyl)pyridazin-4-yl)-3,6-dihydropyridine-1(2H)-carboxylate C(C)(C)(C)C1N(CC=C(C1)C1=C(N=NC(=C1)C1=C(C(=CC=C1)F)O)N)C(=O)OC1C(CCCC1)CCCC